2-(2-(tetrahydro-2H-pyran-2-yloxy)ethoxy)propionic acid ethyl ester C(C)OC(C(C)OCCOC1OCCCC1)=O